[2-({2-[(6-methoxy-2-methyl-1,2,3,4-tetrahydroisoquinolin-7-yl)amino]quinazolin-7-yl}amino)pyridin-4-yl]methanol COC=1C=C2CCN(CC2=CC1NC1=NC2=CC(=CC=C2C=N1)NC1=NC=CC(=C1)CO)C